2-[6-[(4aR,7aR)-4-ethyl-2,3,4a,5,7,7a-hexahydropyrrolo[3,4-b][1,4]oxazin-6-yl]pyridazin-3-yl]-3,5-dimethylphenol C(C)N1[C@H]2[C@H](OCC1)CN(C2)C2=CC=C(N=N2)C2=C(C=C(C=C2C)C)O